(±)-5,7-difluoro-3,4-dihydro-2H-chromen-4-ol FC1=C2[C@@H](CCOC2=CC(=C1)F)O |r|